N[C@H]1CN(CC1)C1=NN2C(S1)=NC(=C2N(C=2SC(=C(N2)C2=CC=C(C=C2)F)C#N)C)CC (R)-2-{[2-(3-aminopyrrolidin-1-yl)-6-ethylimidazo[2,1-b][1,3,4]Thiadiazol-5-yl](methyl)amino}-4-(4-fluorophenyl)thiazole-5-carbonitrile